NC1=C(C(NC2=C(C=CC=C12)C1=C(C=CC(=C1)OCC1=NC=CC=C1C)F)=O)C(=O)NCCC 4-amino-8-[2-fluoro-5-[(3-methyl-2-pyridinyl)methoxy]phenyl]-2-oxo-N-propyl-1H-quinoline-3-carboxamide